C1(CC1)C1=NC=NC(=C1C1=NC=C(C(=N1)OCC1=CC=C(C=C1)C=1N(C=C(N1)C(F)(F)F)C(C)C)C)OC 2-(4-cyclopropyl-6-methoxy-pyrimidin-5-yl)-4-[[4-[1-isopropyl-4-(trifluoromethyl)imidazol-2-yl]phenyl]methoxy]-5-methyl-pyrimidine